9-(2-benzyl-6-chloro-3-oxo-2,3-dihydropyridazin-4-yl)-1-(3,4-difluorophenyl)-1,9-diazaspiro[5.5]undecane-2-one C(C1=CC=CC=C1)N1N=C(C=C(C1=O)N1CCC2(CCCC(N2C2=CC(=C(C=C2)F)F)=O)CC1)Cl